C(C)C(COC(CCCCCCC(CN(CCCC(=O)OCCN1CCN(CC1)CCSSCCCN(CC(CCCCCCC(=O)OCC(CC)CC)O)CC(CCCCCCC(=O)OCC(CC)CC)O)CC(CCCCCCC(OCC(CC)CC)=O)O)O)=O)CC Bis(2-ethylbutyl) 9,9'-((3-((2-(4-(2-((4-(bis(9-(2-ethylbutoxy)-2-hydroxy-9-oxononyl)-amino)butanoyl)oxy)ethyl)piperazin-1-yl)ethyl)disulfaneyl)propyl)azanediyl)bis(8-hydroxynonanoate)